[F-].OCC[N+](C)(C)C (2-hydroxyethyl)trimethyl-ammonium fluoride